2-(4-trifluoromethoxy-phenyl)-5-hydroxy-2-methyl-trans-3-pentenoic acid FC(OC1=CC=C(C=C1)C(C(=O)O)(\C=C\CO)C)(F)F